N-ALPHA-METHYL-L-THREONINE C[C@H]([C@@H](C(=O)O)NC)O